CCC(=C)CC\C=C(/C)\CCC=C(C)C (E)-β-Farnesen